O=C1NC(CCC1N1C(C2=CC=C(C=C2C1=O)N1CCC(CC1)CN1CC(C1)N1CCN(CC1)C1=NC=CC(=C1)C1=NNC2=CC=C(C=C12)[N+](=O)[O-])=O)=O 2-(2,6-dioxopiperidin-3-yl)-5-(4-((3-(4-(4-(5-nitro-1H-indazol-3-yl)pyridin-2-yl)piperazin-1-yl)azetidin-1-yl)methyl)piperidin-1-yl)isoindoline-1,3-dione